2-((2-chloropyridin-3-yl)oxy)-6-nitroquinoline ClC1=NC=CC=C1OC1=NC2=CC=C(C=C2C=C1)[N+](=O)[O-]